tert-butyl N-[(3-{[2-(2,6-dioxopiperidin-3-yl)-1-oxo-3H-isoindol-4-yl]amino}bicyclo[1.1.1]pentan-1-yl)methyl]carbamate O=C1NC(CCC1N1C(C2=CC=CC(=C2C1)NC12CC(C1)(C2)CNC(OC(C)(C)C)=O)=O)=O